BrC1=C(C=C(C(=C1)F)C(F)(F)F)F 1-bromo-2,5-difluoro-4-(trifluoro-methyl)benzene